7-n-hexyl-1,4-dimethyl-azulene C(CCCCC)C1=CC=C(C2=CC=C(C2=C1)C)C